C(C)(C)(C)OC(=O)N1CC(C1)C1=NN(C2=NC=CC(=C21)N2CC(C2)O)C2=CC=C(C=C2)OC(F)(F)F 3-(4-(3-Hydroxyazetidin-1-yl)-1-(4-(trifluoromethoxy)phenyl)-1H-pyrazolo[3,4-b]pyridin-3-yl)azetidine-1-carboxylic acid tert-butyl ester